FC(CC1=C(C(=C(C(=N1)C(=O)N)CC(F)(F)F)CC(F)(F)F)CC(F)(F)F)(F)F tetra(trifluoroethyl)pyridine-2-carboxamide